Bis(1,5-Cyclooctadiene) Iridium (I) Tetrafluoroborate F[B-](F)(F)F.[Ir+].C1=CCCC=CCC1.C1=CCCC=CCC1